tert-Butyl (Z)-(((3-(2-isopropyl-5-methylphenyl)-4-oxothiazolidin-2-ylidene)carbamoyl)oxy)(4-(1-(4-(trifluoromethoxy)phenyl)-1H-1,2,4-triazol-3-yl)benzyl)carbamate C(C)(C)C1=C(C=C(C=C1)C)N1/C(/SCC1=O)=N/C(=O)ON(C(OC(C)(C)C)=O)CC1=CC=C(C=C1)C1=NN(C=N1)C1=CC=C(C=C1)OC(F)(F)F